NC1=NC=CC(=C1)C=1C=C2C=CN(C(C2=CC1)=O)CC=1C=C(C=C(C1)F)NC(C)=O N-(3-((6-(2-Aminopyridin-4-yl)-1-oxoisoquinolin-2(1H)-yl)methyl)-5-fluorophenyl)acetamide